NC1=C(C=CC=C1)B(O)O 2-AMINOPHENYLBORONIC ACID